C(C)C1=CC=C(C=C1)C1=CC=C(C=C1)C(=O)NCC(=O)NC=1SC2=C(N1)C=CC(=C2)OC 4'-ethyl-N-(2-{[6-(methyloxy)-1,3-benzothiazol-2-yl]amino}-2-oxoethyl)biphenyl-4-carboxamide